N1=NC(=CC=C1)NC(=O)[C@@H]1CC12CCN(CC2)C(=O)OC(C(F)(F)F)C(F)(F)F |r| 1,1,1,3,3,3-hexafluoropropan-2-yl (±)-1-(pyridazin-3-ylcarbamoyl)-6-azaspiro[2.5]octane-6-carboxylate